N[C@H]1[C@@H](OCCC1)C1=C(C2=NC(=CC(=C2S1)NCC=1OC=CC1)Cl)C ((2R,3R)-3-aminotetrahydro-2H-pyran-2-yl)-5-chloro-N-(furan-2-ylmethyl)-3-methylthieno[3,2-b]pyridin-7-amine